The molecule is a tertiary amino compound that is tamoxifen in which the phenyl group which is in a Z- relationship to the ethyl substituent is hydroxylated at the para- position. It is the active metabolite of tamoxifen. It has a role as an antineoplastic agent, an estrogen receptor antagonist and a metabolite. It is a tertiary amino compound and a member of phenols. It derives from a tamoxifen. CC/C(=C(\\C1=CC=C(C=C1)O)/C2=CC=C(C=C2)OCCN(C)C)/C3=CC=CC=C3